CN1C(N(C2=NC(=NC=C12)NC1=CC=C2C=CC=NC2=C1C)C1(CCOCC1)C#N)=O 4-(7-methyl-2-((8-methylquinolin-7-yl)amino)-8-oxo-7,8-dihydro-9H-purin-9-yl)tetrahydro-2H-pyran-4-carbonitrile